6-[2,3-difluoro-4-(1H-pyrazol-4-yl)phenyl]-N-methyl-N-(2,2,6,6-tetramethylpiperidin-4-yl)[1,3]thiazolo[4,5-b]pyrazin-2-amine hydrochloride Cl.FC1=C(C=CC(=C1F)C=1C=NNC1)C=1N=C2C(=NC1)N=C(S2)N(C2CC(NC(C2)(C)C)(C)C)C